N-((1S,4S)-4-carbamoylcyclohexyl)-7-(3,4-dimethoxyphenyl)pyrazolo[1,5-a]pyrimidine-2-carboxamide C(N)(=O)C1CCC(CC1)NC(=O)C1=NN2C(N=CC=C2C2=CC(=C(C=C2)OC)OC)=C1